FC(=C1C[C@@H](N(C1)C(=O)OC(C)(C)C)C(=O)OC)F 1-(tert-butyl) 2-methyl (R)-4-(difluoromethylene)pyrrolidine-1,2-dicarboxylate